C(#N)C1=CC(=C(OCC2=NC=CC(=N2)OC2CCN(CC2)C(=O)OC(C)(C)C)C=C1)F tert-Butyl 4-((2-((4-cyano-2-fluorophenoxy)methyl)pyrimidin-4-yl)oxy)piperidine-1-carboxylate